OC1=C(C=CC=C1)B(O)O 2-hydroxy-phenylboronic acid